5-((1-(6-chloro-5-methylpyrimidin-4-yl)piperidin-4-yl)oxy)-1-methyl-1H-indazole ClC1=C(C(=NC=N1)N1CCC(CC1)OC=1C=C2C=NN(C2=CC1)C)C